2-chloro-3,6-bis(trifluoromethyl)aniline ClC1=C(N)C(=CC=C1C(F)(F)F)C(F)(F)F